2-bromo-4-phenylphenol BrC1=C(C=CC(=C1)C1=CC=CC=C1)O